1-cyclopropyl-3-(piperidine-3-yl)imidazoline C1(CC1)N1CN(CC1)C1CNCCC1